N-tert-Butoxy-3-[(1R)-1-[3,6-dimethyl-2-(2-methylindazol-5-yl)-4-oxo-chromen-8-yl]ethoxy]pyridine-2-carboxamide C(C)(C)(C)ONC(=O)C1=NC=CC=C1O[C@H](C)C=1C=C(C=C2C(C(=C(OC12)C1=CC2=CN(N=C2C=C1)C)C)=O)C